[Se].[Na] sodium-selenium